3-((benzyl-(methyl)amino)methyl)-N-(2-oxo-2-phenylethyl)benzamide C(C1=CC=CC=C1)N(C)CC=1C=C(C(=O)NCC(C2=CC=CC=C2)=O)C=CC1